2-[2-(4-METHOXYPHENYL)HYDRAZONO]-3-OXO-3-PHENYLPROPANAL COC1=CC=C(C=C1)NN=C(C=O)C(C1=CC=CC=C1)=O